α,α-dimethyl-4-(2-hydroxyethyl)phenylacetyldiisopropyl-amine CC(C(=O)N(C(C)C)C(C)C)(C)C1=CC=C(C=C1)CCO